NC1=NC=2C=CC(=CC2C2=C1COC2)C(=O)N(CC2=NC=C(C=C2)C(F)(F)F)CC(F)(F)F 4-amino-N-(2,2,2-trifluoroethyl)-N-((5-(trifluoromethyl)-2-pyridinyl)methyl)-1,3-dihydrofuro[3,4-c]quinoline-8-carboxamide